C(#N)C=1C=C(C=CC1)C=1N=C(SC1C1=CC(=NC(=C1)C(F)(F)F)C)NC(=O)N1CCN(CC1)C1COC1 N-[4-(3-cyanophenyl)-5-[2-methyl-6-(trifluoromethyl)-4-pyridyl]thiazol-2-yl]-4-(oxetan-3-yl)piperazine-1-carboxamide